2-(((t-butoxycarbonyl)oxy)-6-fluorophenyl)-4-chloro-1-fluoro-12-oxo-6a,7,9,10-tetrahydro-12H-pyrazino[2,1-c]pyrido[3,4-f][1,4]oxazepine-8(6H)-carboxylic acid tert-butyl ester C(C)(C)(C)OC(=O)N1CC2COC3=C(C(N2CC1)=O)C(N(C=C3Cl)C3=C(C=CC=C3F)OC(=O)OC(C)(C)C)F